N1-methyl-4-phenyl-N6-(2,2,2-trifluoroethyl)-2,7-naphthyridine-1,6-diamine CNC1=NC=C(C2=CC(=NC=C12)NCC(F)(F)F)C1=CC=CC=C1